C(N)(OC=1C=NC(=C(C1)F)C1S/C(/SC1)=C(/N1N=CN=C1)\C#N)=O (E)-(6-{2-[cyano (1H-1,2,4-triazol-1-yl) methylene]-1,3-dithiolan-4-yl}-5-fluoropyridin-3-yl) carbamate